FC(CN1CCN(CC1)C(=O)C=1C=C(CN2C(NC(C3=CC=CC=C23)=O)=O)C=CC1F)(F)F 1-(3-(4-(2,2,2-trifluoroethyl)piperazine-1-carbonyl)-4-fluorobenzyl)quinazoline-2,4(1H,3H)-dione